BrC=1C(=CC(=C(C1)NC(=O)N1C2CC=3C(=CNC(C3)=O)C1CC2)F)Cl N-(5-bromo-4-chloro-2-fluorophenyl)-3-oxo-3,5,6,7,8,9-hexahydro-2H-6,9-epiminocyclohepta[c]pyridine-10-carboxamide